C12C(CC(CC1)C2)C2=NC=CC1=CC=CC=C21 1-(2-norbornanyl)isoquinoline